C(C)(C)N1C(=[N+](C(=C1C)C)C(C)C)C(=O)[O-] 1,3-diisopropyl-4,5-dimethylimidazolium-2-carboxylate